FC(C=1C=C(C=2N(C1)C(=NN2)N[C@H](C(=O)N)C)C(F)(F)F)(F)F (2S)-2-[[6,8-bis(trifluoromethyl)-[1,2,4]triazolo[4,3-a]pyridin-3-yl]amino]propanamide